ClC1=C(C=C(OCC(=O)N[C@H]2CC[C@@H](NC2)C(=O)NC2=CC(=C(C=C2)F)C(F)(F)F)C=C1)F (2r,5s)-5-[2-(4-chloro-3-fluorophenoxy)acetamido]-N-[4-fluoro-3-(trifluoromethyl)phenyl]piperidine-2-carboxamide